3-amino-5-methylthio-1,2,4-triazole NC1=NNC(=N1)SC